dihexyloxy-octadecenylmethoxy-methyl ether C(CCCCC)OC(OC(C=CCCCCCCCCCCCCCCCC)OC(C=CCCCCCCCCCCCCCCCC)OC(OCCCCCC)OCCCCCC)OCCCCCC